5,5'-carbonylbis(hexahydroisobenzofuran-1,3-dione) C(=O)(C1CC2C(OC(C2CC1)=O)=O)C1CC2C(OC(C2CC1)=O)=O